(4-(trifluoromethoxy)phenyl)methylamine FC(OC1=CC=C(C=C1)CN)(F)F